C(C1=CC=CC=C1)OC(=O)NC1=C(C=C(C=C1)S(=O)(=O)C1=C(C=CC=C1)B(O)O)F (4-{[(Benzyloxy)carbonyl]amino}-3-fluorobenzenesulfonyl)phenylboronic acid